2-[(3R)-3-[1-(7-{[(1R)-1-(2,4-dichlorophenyl)ethyl]amino}-2-methylpyrazolo[4,3-d]pyrimidin-5-yl)azetidin-3-yl]piperidin-1-yl]ethanol ClC1=C(C=CC(=C1)Cl)[C@@H](C)NC=1C=2C(N=C(N1)N1CC(C1)[C@@H]1CN(CCC1)CCO)=CN(N2)C